4-(4-methoxyphenyl)oxocycloheptane-4-carboxylic acid COC1=CC=C(C=C1)C1(CCC(CCC1)=O)C(=O)O